O=C1NC2=CC=CC=C2C=C1C1CCN(CC1)C(=O)N 4-(2-oxo-1,2-dihydroquinolin-3-yl)piperidine-1-carboxamide